C(C)(C)(C)C1=CC=C(C(=O)C2=CC=CC=C2)C=C1 4-tert-Butylbenzophenone